FC1=C(C(=C(C=C1N1N=C(C2=NC(=CC=C21)N(C2CCOCC2)C)C)C(F)(F)F)F)O 2,6-Difluoro-3-(3-methyl-5-(methyl(tetrahydro-2H-pyran-4-yl)amino)-1H-pyrazolo[4,3-b]pyridin-1-yl)-5-(trifluoromethyl)phenol